C1=CC=CC2=CC3=CC=CC=C3C(=C12)N[C@@H](C)C(=O)O L-9-Anthrylalanine